2,2-Dimethyl-3-(4-methyl-3-{[(4R)-4-methyl-1,1-dioxo-3,4-dihydro-2H-5,1λ6,2-benzoxathiazepin-2-yl]methyl}phenyl)-3-[(1-propyl-1H-1,2,3-triazol-4-yl)methoxy]propanoic acid CC(C(=O)O)(C(OCC=1N=NN(C1)CCC)C1=CC(=C(C=C1)C)CN1S(C2=C(O[C@@H](C1)C)C=CC=C2)(=O)=O)C